[Na].ClC1=NC=C(N=C1)SC1=C(C(=NC=C1)C1CC1)Cl 2-chloro-5-((3-chloro-2-cyclopropylpyridin-4-yl)thio)pyrazine Sodium